C=CC(C)C isopentanen